ClC1=CC=C(C(=N1)[C@H]1[C@@H](C1)C(F)(F)F)C#N |r| 6-chloro-2-[(1RS,2RS)-2-(trifluoromethyl)cyclopropyl]pyridine-3-carbonitrile